(Z)-4,7,10,13,16,19-docosahexaenoic acid C(CC\C=C/CC=CCC=CCC=CCC=CCC=CCC)(=O)O